4,4'-bis[N'-(spiro-9,9'-bifluoren-2-yl)-N-phenylamino]biphenyl C1=C(C=CC=2C3=CC=CC=C3C3(C4=CC=CC=C4C4=CC=CC=C43)C12)N(C1=CC=CC=C1)C1=CC=C(C=C1)C1=CC=C(C=C1)N(C1=CC=2C4(C3=CC=CC=C3C2C=C1)C1=CC=CC=C1C1=CC=CC=C14)C1=CC=CC=C1